FC1=C(C=CC=C1F)[C@@H]1N(OCC1)C1=CC(=NC=N1)NC1=C(C=C(C=C1)N1CCC(CC1)N1C[C@@H](CC1)N(C)C)OC 6-((R)-3-(2,3-difluorophenyl)isoxazolidin-2-yl)-N-(4-(4-((R)-3-(dimethyl-amino)pyrrolidin-1-yl)piperidin-1-yl)-2-methoxyphenyl)pyrimidin-4-amine